(iodomethyl)tetrahydrofuran C1COCC1CI